2-nitrophenylglycine [N+](=O)([O-])C1=C(C(N)C(=O)O)C=CC=C1